OCCS(=O)(=O)NC1=CC(=C(C(=O)O)C=C1)N1CCC2(CC2)CC1 4-((2-hydroxyethyl)sulfonamido)-2-(6-azaspiro[2.5]oct-6-yl)benzoic acid